ClC=1C=C(C=CC1)C(C(OC(=O)N[C@H](C(=O)OC)CC1CCCCC1)C1=CC2=CC=CC=C2C=C1)(C)C Methyl (2S)-2-(((2-(3-chlorophenyl)-2-methyl-1-(naphthalen-2-yl)propoxy)carbonyl)amino)-3-cyclohexylpropanoate